C1(=CC=CC=C1)C1=NCC2CCC1C2 4-phenyl-3-azabicyclo[3.2.1]oct-3-ene